FC1=C(C(=O)O)C=C(C(=C1)C(F)(F)F)F 2,5-difluoro-4-(trifluoromethyl)benzoic acid